3-(2-methoxypyridin-4-yl)prop-2-yn-1-ol COC1=NC=CC(=C1)C#CCO